Methyl 4-(2-(4,6-dichloronicotinamido)ethyl)benzoate ClC1=CC(=NC=C1C(=O)NCCC1=CC=C(C(=O)OC)C=C1)Cl